(4-(4-(4,6-diphenyl-1,3,5-triazin-2-yl)phenyl)naphthalen-1-yl)-[1,1'-biphenyl]-4-carbonitrile C1(=CC=CC=C1)C1=NC(=NC(=N1)C1=CC=CC=C1)C1=CC=C(C=C1)C1=CC=C(C2=CC=CC=C12)C1=C(C=CC(=C1)C#N)C1=CC=CC=C1